(R)-N-Benzyl-1-phenylethan-1-amine (S)-2,2-difluorocycloprop-ane-1-carboxylate FC1([C@@H](C1)C(=O)O)F.C(C1=CC=CC=C1)N[C@H](C)C1=CC=CC=C1